BrC1=CC2=C(NC=N2)C(=C1)F 5-bromo-7-fluoro-1H-benzo[d]imidazole